Methyl (S)-4-amino-3-(1,1-difluoroethyl)-5-((oxetan-2-ylmethyl)amino)benzoate NC1=C(C=C(C(=O)OC)C=C1NC[C@H]1OCC1)C(C)(F)F